22-oxo-2beta,3beta,11alpha,14alpha,20,25-hexahydroxy-5beta-cholest-7-en-6-one O=C(CCC(C)(C)O)[C@@](C)([C@H]1CC[C@]2(C3=CC([C@@H]4C[C@H]([C@H](C[C@]4(C)[C@H]3[C@@H](C[C@]12C)O)O)O)=O)O)O